N-cyclohexyl-8-(pyridin-4-yl)-9H-purin-6-amine C1(CCCCC1)NC1=C2N=C(NC2=NC=N1)C1=CC=NC=C1